OCSC[C@H](NC(CC[C@H](N)C(=O)O)=O)C(=O)NCC(=O)O S-hydroxymethylglutathione